N-hydroxyspiro[2.5]octane-6-carbimidoyl chloride ON=C(C1CCC2(CC2)CC1)Cl